1-Tert-butylpiperidin-4-yl methanesulfonate CS(=O)(=O)OC1CCN(CC1)C(C)(C)C